NC(CNC1=NC(=C2C(=N1)N(N=C2C)C)NCC2=CC=C(C=C2)C2=CC=CC=C2)(C)C N6-(2-amino-2-methylpropyl)-N4-({[1,1'-biphenyl]-4-yl}methyl)-1,3-dimethyl-1H-pyrazolo[3,4-d]pyrimidine-4,6-diamine